N1(N=NC2=C1C=CC=C2)OC2=CC(=NC1=C(C(=NC=C21)Cl)F)N2CC1CCC(C2)N1C(=O)OC(C)(C)C tert-butyl 3-(4-(1H-benzo[d][1,2,3]triazol-1-yloxy)-7-chloro-8-fluoro-1,6-naphthyridin-2-yl)-3,8-diazabicyclo[3.2.1]octane-8-carboxylate